5-((4-(4-(3-(4-fluorophenyl)-1,2,4-oxadiazol-5-yl)-2-nitrophenyl)piperazin-1-yl)methyl)-2-hydroxybenzaldehyde FC1=CC=C(C=C1)C1=NOC(=N1)C1=CC(=C(C=C1)N1CCN(CC1)CC=1C=CC(=C(C=O)C1)O)[N+](=O)[O-]